C(#N)C=1C=CC=C2NC[C@@H](NC12)[C@@H](C1=CC=CC=C1)NCCC=1C(=C(C=CC1)CC(=O)O)OC 2-(3-(2-(((R)-((R)-8-cyano-1,2,3,4-tetrahydroquinoxalin-2-yl)(phenyl)methyl)amino)ethyl)-2-methoxyphenyl)acetic acid